4-Acetylphenyl sulfate potassium salt [K+].S(=O)(=O)(OC1=CC=C(C=C1)C(C)=O)[O-]